(4S,5R)-3-(1H-benzo[d]imidazol-6-yl)-4,5-bis(4-propoxyphenyl)oxazolidin-2-one N1C=NC2=C1C=C(C=C2)N2C(O[C@@H]([C@@H]2C2=CC=C(C=C2)OCCC)C2=CC=C(C=C2)OCCC)=O